S(=O)(=O)([O-])OOS(=O)(=O)[O-].[K+].O.[K+] water potassium Persulfate